FC1=C(C(=CC=C1)F)C1OC(=C(C1=O)OC(C)=O)N 2-(2,6-difluorophenyl)-4-(acetoxy)-5-amino-3(2H)-furanone